FC=1C=C2CN(CC2=CC1)C(CNC12CC3(CC(CC(C1)C3)C2)NC(=O)C2=CC=C(C=C2)C2=CC=C(C=C2)OCCOCCC(=O)OC(C)(C)C)=O tert-butyl 3-(2-((4'-((3-((2-(5-fluoroisoindolin-2-yl)-2-oxoethyl)amino)adamantan-1-yl)carbamoyl)-[1,1'-biphenyl]-4-yl)oxy)ethoxy)propanoate